6-amino-2-chloro-4-propylnicotinonitrile NC1=NC(=C(C#N)C(=C1)CCC)Cl